2-(2,4-difluorophenyl)ethylamine FC1=C(C=CC(=C1)F)CCN